C1=C(C=CC2=CC=CC=C12)[C@H](C)O (S)-1-(naphthalene-2-yl)ethanol